N,N-dimethyl-N-propenyl-2-propen-1-aminium chloride [Cl-].C[N+](CC=C)(C=CC)C